Cl.FC(CN1[C@@H](C=2NC3=CC=CC=C3C2C[C@H]1C)C=1C=NC(=NC1)N1CCNCC1)(C)C (1R,3R)-2-(2-fluoro-2-methylpropyl)-3-methyl-1-(2-(piperazin-1-yl)pyrimidin-5-yl)-2,3,4,9-tetrahydro-1H-pyrido[3,4-b]indole hydrochloride